FC=1C=C(CNC(=O)C2=C3NC(=NC3=NC=N2)C2CC3(CC3)C2)C=C(C1)C=1C=NN(C1)C1=CC=C(C=C1)F N-(3-fluoro-5-(1-(4-fluorophenyl)-1H-pyrazol-4-yl)benzyl)-8-(spiro[2.3]hexane-5-yl)-7H-purine-6-carboxamide